C(C)NC(=O)C=1C=CC2=C(N(C(=N2)C2=C(C(=C(C(=C2)OC)O)O)F)C2(COC2)C)C1 N-ethyl-2-(2-fluoro-3,4-dihydroxy-5-methoxyphenyl)-1-(3-methyloxetan-3-yl)-1H-benzo[d]imidazole-6-carboxamide